4-methyl-1H-imidazole-5-carboxylic acid CC=1N=CNC1C(=O)O